C(CCCCCCC)(=O)OC methyl n-octanate